ClC1=C(C=C(OCC(=O)N[C@H]2CCN(CCC2)C=2OC(=NN2)C2=CC=C(C=C2)Cl)C=C1)F 2-(4-chloro-3-fluorophenoxy)-N-[(4R)-1-[5-(4-chlorophenyl)-1,3,4-oxadiazol-2-yl]azepan-4-yl]acetamide